ClC1=CC=C(C=C1)C1=CC2=C(C(=N1)C)C(N(C2=O)C)=O 6-(4-chlorophenyl)-2,4-dimethyl-1H-pyrrolo[3,4-c]pyridine-1,3(2H)-dione